ClC1=CC=C(C=C1)NC(NC1=CC2=C(N=C(S2)NC(OC(C)(C)C)=O)C=C1)=O tert-butyl (6-(3-(4-chlorophenyl)ureido)benzo[d]thiazol-2-yl)carbamate